7-Chloro-4-(methylamino)-3-nitro-1-phenylquinoline ClC1=CC=C2C(=C(CN(C2=C1)C1=CC=CC=C1)[N+](=O)[O-])NC